N1CC=CC2=CN=CC=C12 dihydro-1,6-naphthyridin